N(=[N+]=[N-])CCCC\C=C\C1=CC=CC=C1 Trans-(4-azidobutyl)(styrene)